tertoctylamine C(C)(C)(CC(C)(C)C)N